4-amino-4-indolyl-isoquinoline NC1(CN=CC2=CC=CC=C12)C=1NC2=CC=CC=C2C1